The molecule is a bacterial hopanoid obtained by addition of an adenosyl group across the double bond of hopene. It has a role as a bacterial metabolite. It is a hopanoid and a member of adenosines. CC(CC[C@@H]1[C@H]([C@H]([C@@H](O1)N2C=NC3=C(N=CN=C32)N)O)O)C4CC[C@]5([C@H]4CC[C@@]6([C@@H]5CC[C@H]7[C@]6(CC[C@@H]8[C@@]7(CCCC8(C)C)C)C)C)C